6-(4-amino-4-methylpiperidin-1-yl)-3-(naphthalene-2-yl)-1H-pyrazolo[3,4-d]Pyrimidine-4-carbonitrile NC1(CCN(CC1)C1=NC(=C2C(=N1)NN=C2C2=CC1=CC=CC=C1C=C2)C#N)C